F[C@@H]1CN(CC[C@@H]1NC1=NN2C(C(=N1)OC)=C(C=C2)C=2C=CC1=C(N(N=N1)CCF)C2)CCOC N-((3R,4S)-3-fluoro-1-(2-methoxyethyl)piperidin-4-yl)-5-(1-(2-fluoroethyl)-1H-benzo[d][1,2,3]triazol-6-yl)-4-methoxypyrrolo[2,1-f][1,2,4]triazin-2-amine